4-((2-(2,6-dioxopiperidin-3-yl)-1,3-dioxoisoindolin-5-yl)methyl)benzoic acid O=C1NC(CCC1N1C(C2=CC=C(C=C2C1=O)CC1=CC=C(C(=O)O)C=C1)=O)=O